6-chloro-N-cyclopropyl-3-methyl-1-(2-trimethylsilylethoxymethyl)pyrazolo[3,4-d]pyrimidin-4-amine ClC1=NC(=C2C(=N1)N(N=C2C)COCC[Si](C)(C)C)NC2CC2